6-(cyclopentyl-amino)-6-oxohexanoic acid C1(CCCC1)NC(CCCCC(=O)O)=O